FC1=C(C=CC2=C1CCCC[C@H]2NC(OC(C)(C)C)=O)C2=NC=NC(=N2)NC=2C=NN(C2)C tert-butyl (R)-(1-fluoro-2-(4-((1-methyl-1H-pyrazol-4-yl)amino)-1,3,5-triazin-2-yl)-6,7,8,9-tetrahydro-5H-benzo[7]annulen-5-yl)carbamate